C(C)(=O)N1[C@H]([C@@H]([C@H](C2=CC(=CC=C12)C(=O)NC1CCOCC1)NC1=NC=CC(=N1)C)C)CC (2S,3R,4R)-1-acetyl-2-ethyl-3-methyl-4-((4-methylpyrimidin-2-yl)amino)-N-(tetrahydro-2H-pyran-4-yl)-1,2,3,4-tetrahydroquinoline-6-carboxamide